4-epoxycyclohexylmethyl 3,4-epoxycyclohexenecarboxylate C1(=CC2C(CC1)O2)C(=O)OCC2CC1C(CC2)O1